3-azabicyclo[3.1.0]Hexane-3-carboxylic acid methyl ester COC(=O)N1CC2CC2C1